N=1N=CN2N=C(C=CC21)CC(=O)N2CCNCC2 [1,2,4]triazolo[4,3-b]pyridazin-6-yl{piperazin-1-yl}ethan-1-one